FC=1C=C(C=C2NC(C(=NC12)C)=O)CN1CCN(CC1)C=1C(=NC(=CC1)OC)C(=O)NC (4-((8-fluoro-2-methyl-3-oxo-3,4-dihydroquinoxalin-6-yl)methyl)piperazin-1-yl)-6-methoxy-N-methylpyridineamide